FC=1C(=NC=CC1SC)CN (3-Fluoro-4-(methylthio)pyridin-2-yl)methylamine